IC1=NNC2=CC(=CC=C12)C=1C=NN(C1OCCCOC1=C(C=CC=C1)C=C)C 3-iodo-6-[1-methyl-5-[3-(2-vinylphenoxy)propoxy]pyrazol-4-yl]-1H-indazole